(S)-3-((benzyloxy)methyl)-1-(4-chloro-8-fluoro-5-((1,1,1-trifluoropropan-2-yl)oxy)pyrido[3,4-d]pyridazin-7-yl)-4-ethyl-1H-1,2,4-triazol-5(4H)-one C(C1=CC=CC=C1)OCC1=NN(C(N1CC)=O)C1=C(C=2C(=C(N=NC2)Cl)C(=N1)O[C@H](C(F)(F)F)C)F